C(=O)(O)CNC(NCCC[C@H](N)C(=O)O)=N Nω-carboxymethylarginine